NCCC(=O)NC1CC(C1)N1C=CC2=CC=CC(=C12)C N-((1s,3s)-3-(3-aminopropanamido)cyclobutyl)-7-methyl-1H-indole